(2R,3R)-3-(pyridin-2-yldithio)butan-2-ol N1=C(C=CC=C1)SS[C@@H]([C@@H](C)O)C